7-((S)-1-((2S,4r)-2-(amino-methyl)-6-oxo-5-oxa-7-azaspiro[3.4]octan-7-yl)ethyl)-3-(2,6-difluoro-4-(methylsulfonamido)phenyl)-1H-indole-2-carboxylic acid NCC1CC2(C1)OC(N(C2)[C@@H](C)C=2C=CC=C1C(=C(NC21)C(=O)O)C2=C(C=C(C=C2F)NS(=O)(=O)C)F)=O